ClC=1C=C(C=CC1)N1N=C(C=C1C1C(C1)C(=O)NC1=CC=CC=2NC(NC21)=O)C2CC2 2-(1-(3-chlorophenyl)-3-cyclopropyl-1H-pyrazol-5-yl)-N-(2-oxo-2,3-dihydro-1H-benzo[d]imidazol-4-yl)cyclopropane-1-carboxamide